3-[4-(1H-pyrazolo[3,4-b]pyridin-5-yloxy)phenyl]-1-[5-(trifluoromethyl)-3-pyridinyl]-2,4-imidazolidinedione N1N=CC=2C1=NC=C(C2)OC2=CC=C(C=C2)N2C(N(CC2=O)C=2C=NC=C(C2)C(F)(F)F)=O